1-(3-(trimethylammonio)propyl)pyridine C[N+](CCCN1CC=CC=C1)(C)C